tri-chloroethane ClC(C)(Cl)Cl